FC1=C(C=CC(=C1)F)C=1NC=C(N1)CO (2-(2,4-difluorophenyl)-1H-imidazol-4-yl)methanol